1-[2-chloro-4-[[5-[6-(dimethylamino)-2,5-difluoro-3-pyridyl]-1-methyl-imidazole-2-onyl]amino]benzoyl]piperidine-4-carboxylic acid ClC1=C(C(=O)N2CCC(CC2)C(=O)O)C=CC(=C1)NC=1NC(N(C1C=1C(=NC(=C(C1)F)N(C)C)F)C)=O